1-eicosanoyl-2-(4Z,7Z,10Z,13Z,16Z,19Z-docosahexaenoyl)-glycero-3-phospho-(1'-sn-glycerol) CCCCCCCCCCCCCCCCCCCC(=O)OC[C@H](COP(=O)(O)OC[C@H](CO)O)OC(=O)CC/C=C\C/C=C\C/C=C\C/C=C\C/C=C\C/C=C\CC